5-{[bis({[(2,2-dimethylpropanoyl)oxy]methoxy})phosphoryl]difluoromethyl}-1H-indole-2-carboxylic acid CC(C(=O)OCOP(=O)(OCOC(C(C)(C)C)=O)C(C=1C=C2C=C(NC2=CC1)C(=O)O)(F)F)(C)C